C(=CC=C)C1=CC=C(OC2=NC(=NC(=N2)OC2=CC=C(C=C2)C=CC=C)OC2=CC=C(C=C2)C=CC=C)C=C1 2,4,6-tris(4-butadienylphenoxy)-1,3,5-triazine